N1=C(C=CC=C1)C=1C=NC(=CC1)O[C@H]1[C@@H](CCC1)N(C)C (1R,2R)-2-([2,3'-bipyridin]-6'-yloxy)-N,N-dimethylcyclopentan-1-amine